N-[4-[3,5-dichloro-4-(4-methylpiperazin-1-yl)phenoxy]-6-(2,6-dimethylphenyl)pyrimidin-2-yl]-1-methyl-pyrazole-4-sulfonamide ClC=1C=C(OC2=NC(=NC(=C2)C2=C(C=CC=C2C)C)NS(=O)(=O)C=2C=NN(C2)C)C=C(C1N1CCN(CC1)C)Cl